2-[4-[5,7-difluoro-2-(4-fluorophenyl)-1H-indol-3-yl]butyl]isoindoline-1,3-dione FC=1C=C2C(=C(NC2=C(C1)F)C1=CC=C(C=C1)F)CCCCN1C(C2=CC=CC=C2C1=O)=O